1-(1-(tert-butoxycarbonyl)piperidin-4-yl)-1H-pyrrolo[2,3-b]pyridine-5-carboxylic acid C(C)(C)(C)OC(=O)N1CCC(CC1)N1C=CC=2C1=NC=C(C2)C(=O)O